methyl 4-(5-bromo-3-hydroxypyridin-2-yl)-5-methylthiophene-2-carboxylate BrC=1C=C(C(=NC1)C=1C=C(SC1C)C(=O)OC)O